(S)-N-(2-(((tert-butyldimethylsilyl)oxy)methyl)-6-chloro-4-fluorobenzyl)-5-fluoro-8-oxo-5,6,7,8-tetrahydroquinoline-5-carboxamide [Si](C)(C)(C(C)(C)C)OCC1=C(CNC(=O)[C@]2(C=3C=CC=NC3C(CC2)=O)F)C(=CC(=C1)F)Cl